C(CC)N[C@@H](CS)C(=O)O (propyl)-L-cysteine